N-(2-Cyclopropyl-4-methyl-5-oxo-5,6,7,8-tetrahydro-4H-pyrazolo[1,5-a][1,3]diazepin-6-yl)-1-(cyclopropylmethyl)-1H-1,2,4-triazol-3-carboxamid C1(CC1)C1=NN2C(N(C(C(CC2)NC(=O)C2=NN(C=N2)CC2CC2)=O)C)=C1